BrC=1N=C(C=2N(C1)C=CN2)N(C(OC(C)(C)C)=O)C2=CC=C(C=C2)N2C[C@@H](OCC2)COC(=O)OC(C)(C)C (R)-tert-Butyl (6-bromoimidazo[1,2-a]pyrazin-8-yl)(4-(2-(((tert-butoxycarbonyl)oxy)methyl)morpholino)phenyl)carbamate